ClC1=C(C(=CC=C1)F)C1=CC=2N=C(N=CC2N1)C1=C(C=C(C=C1)S(=O)(=O)N(C)C)C 4-[6-(2-chloro-6-fluoro-phenyl)-5H-pyrrolo[3,2-d]pyrimidin-2-yl]-3,N,N-trimethyl-benzenesulfonamide